1-isobutyl-5-(1'-isopropyl-6'-oxo-1',6'-dihydro-[3,3'-bipyridin]-5-yl)indol-2-one C(C(C)C)N1C(CC2=CC(=CC=C12)C=1C=C(C=NC1)C1=CN(C(C=C1)=O)C(C)C)=O